(S)-N-((1R,2R)-1-(3-chloro-4-((tetrahydro-2H-pyran-4-yl)oxy)phenyl)-1-hydroxy-3-(pyrrolidin-1-yl)propan-2-yl)-1-(4-chlorophenyl)pyrrolidine-3-carboxamide ClC=1C=C(C=CC1OC1CCOCC1)[C@H]([C@@H](CN1CCCC1)NC(=O)[C@@H]1CN(CC1)C1=CC=C(C=C1)Cl)O